FC=1C=C(C(=NC1)C=1C=C(SC1C)C(=O)OC)OCC1=CC(=CC(=C1)S(=O)(C)=N)F methyl 4-[5-fluoro-3-({3-fluoro-5-[imino(methyl)oxo-λ6-sulfanyl]phenyl}methoxy)pyridin-2-yl]-5-methylthiophene-2-carboxylate